C1(CC1)C1=CC2=C(N(C(N=C2N2[C@H](CN(CC2)C(=O)OC(C)(C)C)C)=O)C=2C(=NC=CC2C)C(C)C)N=C1C1=C(C=CC(=C1)OC)F (S)-tert-butyl 4-(6-cyclopropyl-7-(2-fluoro-5-methoxyphenyl)-1-(2-isopropyl-4-methylpyridin-3-yl)-2-oxo-1,2-dihydropyrido[2,3-d]pyrimidin-4-yl)-3-methylpiperazine-1-carboxylate